(R)-3-methyl-2-(6-((piperidin-2-ylmethyl)amino)pyridazin-3-yl)-5-(trifluoromethyl)phenol CC=1C(=C(C=C(C1)C(F)(F)F)O)C=1N=NC(=CC1)NC[C@@H]1NCCCC1